(1R,2R,3R)-N-(6-(1-((3S,4S)-4-fluoro-3-methyltetrahydrofuran-3-yl)piperidin-4-yl)-7-methylisoquinolin-3-yl)-2-methyl-3-(1-methyl-1H-pyrazol-4-yl)cyclopropane-1-carboxamide F[C@H]1[C@@](COC1)(C)N1CCC(CC1)C=1C=C2C=C(N=CC2=CC1C)NC(=O)[C@@H]1[C@@H]([C@H]1C=1C=NN(C1)C)C